methyl 3-(benzyloxy)-4-hydroxycyclopentane-1-carboxylate C(C1=CC=CC=C1)OC1CC(CC1O)C(=O)OC